1-(5-(5-cyano-4-(thiophen-2-yl)thiazol-2-ylcarbamoyl)pyridin-2-yl)piperidine-4-carboxylic acid C(#N)C1=C(N=C(S1)NC(=O)C=1C=CC(=NC1)N1CCC(CC1)C(=O)O)C=1SC=CC1